(E)-N-(2-(3-(hydroxyamino)-3-oxoprop-1-en-1-yl)phenyl)-N-methyl-3-(trifluoromethyl)benzamide tricalcium bis(phosphate) P(=O)([O-])([O-])[O-].P(=O)([O-])([O-])[O-].[Ca+2].[Ca+2].[Ca+2].ONC(/C=C/C1=C(C=CC=C1)N(C(C1=CC(=CC=C1)C(F)(F)F)=O)C)=O